C(C1=CC=CC=C1)NC(C(=O)OCC)(C)C ethyl 2-(benzylamino)-2-methylpropionate